CC(C(=O)O)CCCCCC\C=C/C\C=C/C\C=C/CC methyl-α-linolenic acid